C(C=C)C1=C(C(=C(C(=C1O)O)O)CC=C)CC=C triallyl-pyrogallol